FC1=C(C=CC(=C1C(=O)C1=NNC2=NC=C(C=C21)C=2C=C(C=CC2)C)F)NS(=O)(=O)CCC N-(2,4-Difluoro-3-(5-m-tolyl-1H-pyrazolo[3,4-b]pyridin-3-carbonyl)phenyl)propan-1-sulfonamid